(R)-3-chloro-N-(2-(3-hydroxy-3-methylbutan-2-yl)-3-oxoisoindolin-4-yl)-6-(trifluoromethyl)picolinamide ClC=1C(=NC(=CC1)C(F)(F)F)C(=O)NC1=C2C(N(CC2=CC=C1)[C@H](C)C(C)(C)O)=O